C(C1=CC=CC=C1)N1[C@@H](CC(C1)=O)C(=O)OC methyl (S)-1-benzyl-4-oxopyrrolidine-2-carboxylate